FC=1C=C2CN(CC2=CC1)CC1=CC(C(=CO1)OCC1=CC=C(C(=O)N(C)C)C=C1)=O 4-(((6-((5-fluoroisoindolin-2-yl)methyl)-4-oxo-4H-pyran-3-yl)oxy)methyl)-N,N-dimethylbenzamide